C1(=CCCCC1)C1=CC=C(C=C1)S(=O)(=O)NC1=C(C=CC=C1)C#CC=1C=CC=NC1 5-(2-{2-[4-(Cyclohex-1-en-1-yl)benzenesulfonamido]phenyl}ethynyl)pyridin